Cl.C(C)(C)(C)C1=NOC(=C1)NC(=O)C1=CSC=2CNCCC21 N-(3-tert-butylisoxazol-5-yl)-4,5,6,7-tetrahydrothieno[2,3-c]pyridine-3-carboxamide hydrochloride